8-(4-bromophenyl)-3-cyclohexyl-6-oxo-3,4,7,8-tetrahydro-2H,6H-pyrido[2,1-b][1,3,5]thiadiazine-9-carbonitrile BrC1=CC=C(C=C1)C1C(=C2SCN(CN2C(C1)=O)C1CCCCC1)C#N